N-(2-(2,6-dioxo-piperidin-3-yl)-1,3-dioxoisoindolin-5-yl)-2-methylbenzene-sulfonamide O=C1NC(CCC1N1C(C2=CC=C(C=C2C1=O)NS(=O)(=O)C1=C(C=CC=C1)C)=O)=O